NC=1C=C(C=CC1N(CCCC)CCCC)/C(=C/C(=O)OCC)/C ethyl (E)-3-(3-amino-4-(dibutylamino)phenyl)but-2-enoate